C1(CC1)OC1=CC=C(C=C1)[C@H]([C@@H](CN1CCCC1)NC(=O)[C@H]1CN(CC1)C1=CC=CC=C1)O (R)-N-((1R,2R)-1-(4-cyclopropoxyphenyl)-1-hydroxy-3-(pyrrolidin-1-yl)propan-2-yl)-1-phenylpyrrolidine-3-carboxamide